N-Boc-L-histidine methyl ester COC([C@@H](NC(=O)OC(C)(C)C)CC1=CNC=N1)=O